C[C@@H]1CN(C[C@@H](N1)C)C1=C2C=NC(=NC2=C(C=C1)C(=O)NC1=CC2=CN(N=C2C(=C1)OC=1C=NC=NC1)C)OC 5-[(3R,5S)-3,5-dimethylpiperazin-1-yl]-2-methoxy-N-[2-methyl-7-(pyrimidin-5-yloxy)indazol-5-yl]quinazoline-8-carboxamide